3-(isobutyryloxy)propyl-trimethoxysilane C(C(C)C)(=O)OCCC[Si](OC)(OC)OC